FC=1C(=NC=C(C1)C(C(C(F)(F)F)(F)F)(F)F)C=1C(=C(C(=O)N)C=C(C1)[N+](=O)[O-])SC1=NN=NN1CCC(CC)=O [3-fluoro-5-(1,1,2,2,3,3,3-heptafluoropropyl)-2-pyridyl]-5-nitro-2-[1-(3-oxopentyl)tetrazol-5-yl]sulfanyl-benzamide